C(=C)C1=C(C=CC=C1)NC1=CC=C(C=2C(C3=CC=CC=C3C(C12)=O)=O)NC1=C(C=CC=C1)C=C 1,4-bis((vinylphenyl)amino)-9,10-anthraquinone